ClC1=CC=C(C=C1)[C@H]1CN(C[C@@H]1O)C(=O)C1=CC(=NN1)C1=CC=NC=C1 [(3S,4R)-3-(4-chlorophenyl)-4-hydroxy-pyrrolidin-1-yl]-[3-(4-pyridyl)-1H-pyrazol-5-yl]methanone